1-methoxypropyl-3-methylthioimidazolium hydroxide [OH-].COC(CC)C=1NC=C[N+]1SC